N1C(CCC1)C(=O)OC(C(CC(=O)OCC=C)NC(=O)OCC1C2=CC=CC=C2C=2C=CC=CC12)=O (((((9H-fluoren-9-yl) methoxy) carbonyl) amino)-4-(allyloxy)-4-oxobutanoyl) pyrrolidine-2-carboxylate